N,N-dimethylmethanesulfonimidamide CN(S(=O)(=N)C)C